2-phenylpropionaldehyde dimethyl acetal COC(C(C)C1=CC=CC=C1)OC